NC1CC2=C(O1)C=C1C=C(C3(C1=C2)CCC(CC3)C(=O)O)Br amino-6'-bromo-2',3'-dihydrospiro[cyclohexane-1,5'-indeno[5,6-b]furan]-4-carboxylic acid